[C@H]12N(C[C@H](NC1)CC2)C=2C=CC=1N=CN=C(C1N2)NC2=C(C(=C(C=C2)CC(F)F)Cl)F 6-((1R,4R)-2,5-Diazabicyclo[2.2.2]octan-2-yl)-N-(3-chloro-4-(2,2-difluoroethyl)-2-fluorophenyl)pyrido[3,2-d]pyrimidin-4-amine